COC1=C(C(=NC=C1)NC1=CC=C(C=C1)C(F)(F)F)C1=NOC(N1)=O 3-[4-methoxy-2-[4-(trifluoromethyl)anilino]-3-pyridyl]-4H-1,2,4-oxadiazol-5-one